[Pt].CC1=CCCC(=CCC1)C 1,5-dimethyl-cycloocta-1,5-diene platinum